1,2,3,4-tetra(cyanoethoxy)butane C(#N)CCOCC(C(COCCC#N)OCCC#N)OCCC#N